C1(CC1)[C@H](C)N1C(C2=C(C=C(C=C2C1)C1=C(N=C(S1)NC(C)=O)C)[S@](=O)(=N)C)=O N-(5-(2-((S)-1-cyclopropylethyl)-7-((S)-S-methylsulfonimidoyl)-1-oxoisoindolin-5-yl)-4-methylthiazol-2-yl)acetamide